2-methyl-1-(4-vinylphenyl)propan-2-ol CC(CC1=CC=C(C=C1)C=C)(C)O